ethyl 8-{2-[9-(dimethylamino)hexadecyl]cyclopropyl}octanoate CN(C(CCCCCCCCC1C(C1)CCCCCCCC(=O)OCC)CCCCCCC)C